5-(1-(4-(dimethylamino)piperidin-1-yl)vinyl)-6-methyl-2-(1-methyl-1H-pyrazol-3-yl)indolizine-7-carboxylic acid isopropyl ester C(C)(C)OC(=O)C=1C(=C(N2C=C(C=C2C1)C1=NN(C=C1)C)C(=C)N1CCC(CC1)N(C)C)C